C(C)(C)(C)OO tert-butyl Hydroperoxid